CC1(C2=CC=CC=C2N(C=2C=CC=CC12)C1=CC=C(C=C1)C1=NC=2C(=NC=CC2)N1C1=CC=CC=C1)C 9,10-dihydro-9,9-dimethyl-10-(4-(3-phenyl-3H-imidazo[4,5-b]pyridin-2-yl)phenyl)acridine